N'-hydroxypropylpiperazine OCCCN1CCNCC1